(2S,4S)-2-(hydroxymethyl)-4-(methoxymethoxy)pyrrolidine-1-carboxylic acid tert-butyl ester C(C)(C)(C)OC(=O)N1[C@@H](C[C@@H](C1)OCOC)CO